N-isopropyl-N-methyl-4-(2-(2-(trifluoromethyl)phenyl)azetidin-1-yl)pyrido[2,3-d]pyrimidin-2-amine C(C)(C)N(C=1N=C(C2=C(N1)N=CC=C2)N2C(CC2)C2=C(C=CC=C2)C(F)(F)F)C